[Si](C)(C)(C(C)(C)C)O[C@H]1[C@@H](CCC1)COC1=NN=C(S1)N 5-(((1S,2R)-2-((tert-butyldimethylsilyl)oxy)cyclopentyl)methoxy)-1,3,4-thiadiazol-2-amine